(R)-4-methyl-N-(1-(2-methyl-3-(trifluoromethyl)phenyl)ethyl)-7-(piperazin-1-yl)phthalazin-1-amine CC1=NN=C(C2=CC(=CC=C12)N1CCNCC1)N[C@H](C)C1=C(C(=CC=C1)C(F)(F)F)C